4-formylaminopyridine C(=O)NC1=CC=NC=C1